C(C)OC(=O)C=1N=CN(C1)C 1-Methyl-1H-imidazole-4-carboxylic acid ethyl ester